OC1=C(C(=CC(=C1S(=O)(=O)N(C)C)CCC)O)C1=C(C=CC(=C1)C)C(=C)C 2,6-dihydroxy-N,N,5'-trimethyl-2'-(prop-1-en-2-yl)-4-propyl-[1,1'-biphenyl]-3-sulfonamide